5-bromo-N-cyclopropyl-2-nitroaniline BrC=1C=CC(=C(NC2CC2)C1)[N+](=O)[O-]